C(C)(C)C1=NC=CC=C1C=1N=C(N2C1CNCC2)OC 1-(2-isopropylpyridin-3-yl)-3-methoxy-5,6,7,8-tetrahydroimidazo[1,5-a]pyrazine